4-chloro-3-(fluoromethoxy)-2-[(2E,4E)-5-[(1R,2R,3E,6R)-3-(methoxyimino)-1,2,6-trimethylcyclohexyl]-3-methylpenta-2,4-dien-1-yl]-6-[(1E)-(methoxyimino)methyl]-5-methylphenol ClC1=C(C(=C(C(=C1C)/C=N/OC)O)C\C=C(\C=C\[C@@]1([C@H](/C(/CC[C@H]1C)=N/OC)C)C)/C)OCF